6-[(3-acetamidopyrazol-1-yl)methyl]-2-(3,4-dichlorophenyl)-1-ethyl-4-oxo-pyridine-3-carboxylic acid ethyl ester C(C)OC(=O)C1=C(N(C(=CC1=O)CN1N=C(C=C1)NC(C)=O)CC)C1=CC(=C(C=C1)Cl)Cl